styrene-maleic acid acetate C(C)(=O)O.C(=CC1=CC=CC=C1)/C(=C/C(=O)O)/C(=O)O